F[Sb-](F)(F)(F)(F)F.C1(=CC=CC=C1)[S+](C1=CC=C(C=C1)SC1=CC=CC=C1)C1=CC=CC=C1 diphenyl-(4-(phenylthio)phenyl)sulfonium hexafluoroantimonate